CN1C=NC(N=C1)=O 5-methyl-1,3,5-triazinon